[2-amino-4-(trifluoromethoxy)phenyl]-[4-[6-fluoro-2-(1-methoxy-1-methyl-ethyl)-3H-imidazo[4,5-b]pyridin-7-yl]-1-piperidyl]methanone NC1=C(C=CC(=C1)OC(F)(F)F)C(=O)N1CCC(CC1)C1=C2C(=NC=C1F)NC(=N2)C(C)(C)OC